5-methyl-5,6,7,8-tetrahydronaphthalen-2-yl carbonate hydrochloride Cl.C(OC1=CC=2CCCC(C2C=C1)C)(O)=O